tetradec-1-en-4-yl dimethylcarbamate CN(C(OC(CC=C)CCCCCCCCCC)=O)C